spiro[5H-cyclopenta[B]pyridin-6,4'-piperidin]-7-one hydrochloride Cl.N1CCC2(CC1)CC=1C(=NC=CC1)C2=O